titanium bis-catecholate C=1([O-])C([O-])=CC=CC1.C=1([O-])C([O-])=CC=CC1.[Ti+4]